(R)-(2-((1-(2-(4,4-dimethylpiperidin-1-yl)-6-methyl-4-oxo-4H-chromen-8-yl)ethyl)amino)phenyl)phosphonic acid CC1(CCN(CC1)C=1OC2=C(C=C(C=C2C(C1)=O)C)[C@@H](C)NC1=C(C=CC=C1)P(O)(O)=O)C